BrC=1C=C(C2=C(N(C(N2)=O)C=2SC(=NN2)C(F)F)C1)N1C[C@H](N(CC1)C(=O)OC(C)(C)C)C (R)-tert-butyl 4-(6-bromo-1-(5-(difluoromethyl)-1,3,4-thiadiazol-2-yl)-2-oxo-2,3-dihydro-1H-benzo[d]imidazol-4-yl)-2-methylpiperazine-1-carboxylate